C1(CC1)C1=CC=C(C=C1)C1=NC=C(C(=N1)NC=1C(=NNC1)C1=NC2=C(N1)C=CC(=C2)CN2CCOCC2)OC 2-(4-Cyclopropylphenyl)-5-methoxy-N-(3-(5-(morpholinomethyl)-1H-benzo[d]imidazol-2-yl)-1H-pyrazol-4-yl)pyrimidin-4-amine